2,4-dibromomethylbenzophenone BrCC1=C(C(=O)C2=CC=CC=C2)C=CC(=C1)CBr